7-[1-[3-(3-Aminopropyl)-2,5-dioxo-imidazolidin-1-yl]ethyl]-3-[3-fluoro-4-(methylsulfonylmethyl)phenyl]-1H-indole-2-carboxylic acid NCCCN1C(N(C(C1)=O)C(C)C=1C=CC=C2C(=C(NC12)C(=O)O)C1=CC(=C(C=C1)CS(=O)(=O)C)F)=O